2,2-dimethyl-4-methyleneglutaric acid CC(C(=O)O)(CC(C(=O)O)=C)C